[Na+].C(CCCCCCCCCCC)(=O)N(CCC(=O)[O-])C N-lauroyl-N-methyl-β-alanine sodium salt